CC1=CC=C(C=C1)C(C(=C)C1=CC=CC=C1)=NC1=CC=CC=C1 1-(4-methylphenyl)-N,2-diphenylprop-2-en-1-imine